C(C=C)(=O)[O-].C(C=C)(=O)[O-].C(C=C)(=O)[O-].BrC1C2CC3C(C(OC13)=O)C2C(=O)[O-].[Zr+4] Zirconium 2-bromo-5-oxo-4-oxatricyclo[4.2.1.03,7]nonane-9-carboxylate triacrylate